6-tert-butyl-9-(2-chloropyrimidin-5-yl)-10-methoxy-2-oxo-6,7-dihydro-2H-pyrido[2,1-a]isoquinoline-3-carboxylic acid ethyl ester C(C)OC(=O)C=1C(C=C2N(C(CC3=CC(=C(C=C23)OC)C=2C=NC(=NC2)Cl)C(C)(C)C)C1)=O